(3-Methoxy-4-(3-methyl-6-(pyrazolo[1,5-a]pyrimidin-3-yl)-1H-pyrazolo[4,3-c]pyridin-1-yl)phenyl)methanamine COC=1C=C(C=CC1N1N=C(C=2C=NC(=CC21)C=2C=NN1C2N=CC=C1)C)CN